COC=1C=C(CC2(NC(=NC(=C2)C2=CC=C(C=C2)C(F)(F)F)N)N)C=CC1OC 4-(3,4-dimethoxybenzyl)-6-(4-(trifluoromethyl)phenyl)pyrimidine-2,4-diamine